COCOC=1C=CC(=C(C=O)C1)OCC1=CC=C(C=C1)OC 5-(methoxymethoxy)-2-[(4-methoxyphenyl)methoxy]Benzaldehyde